ClC1=CC(=NC=C1)CNC1=C2N=CN(C2=NC(=N1)C=1C=NC=C(C1)F)[C@H]1[C@@H]([C@@H]([C@H](O1)C(=O)NC=C)O)O (2S,3S,4R,5R)-5-(6-(((4-chloropyridin-2-yl)methyl)amino)-2-(5-fluoropyridin-3-yl)-9H-purin-9-yl)-3,4-dihydroxyl-N-vinyltetrahydrofuran-2-formamide